COC=1C=C(C=CC1)SC1=CN(C2=NC(=CC=C21)NC2=C(C=CC=C2)[N+](=O)[O-])COCC[Si](C)(C)C 3-((3-methoxyphenyl)thio)-N-(2-nitrophenyl)-1-((2-(trimethylsilyl)ethoxy)methyl)-1H-pyrrolo[2,3-b]Pyridin-6-amine